NC1=C(C=2C=NC(=C(C2N1C1=C2C=NN(C2=CC=C1C)C1OCCCC1)CCC(F)(F)F)C1CC1)C#N 2-amino-6-cyclopropyl-1-(5-methyl-1-tetrahydropyran-2-yl-indazol-4-yl)-7-(3,3,3-trifluoropropyl)pyrrolo[3,2-c]pyridine-3-carbonitrile